C1(CC1)S(=O)(=O)N1N=CC(=C1)C1=NC=CC(=N1)NC1=NC=C(C(=C1)NC1CCC(CC1)O)C#CC=1C(=NN(C1)C)C(F)(F)F (1s,4s)-4-((2-((2-(1-(Cyclopropylsulfonyl)-1H-pyrazol-4-yl)pyrimidin-4-yl)amino)-5-((1-methyl-3-(trifluoromethyl)-1H-pyrazol-4-yl)ethynyl)pyridin-4-yl)amino)cyclohexan-1-ol